2-((4-fluoro-2-(2-methoxyethoxy)phenyl)amino)-4-(trifluoromethyl)benzoic acid FC1=CC(=C(C=C1)NC1=C(C(=O)O)C=CC(=C1)C(F)(F)F)OCCOC